ClC1=C(C=C(NN1CC(F)(F)C1=C(C=C(C=C1)C)Cl)OC1=C(C(=CC=C1)C1CC1)F)C 6-chloro-N-[2-(2-chloro-4-methyl-phenyl)-2,2-difluoro-ethyl]-3-(3-cyclopropyl-2-fluoro-phenoxy)-5-methyl-pyridazine